Ethyl 3-((2-((1-(tert-butoxycarbonyl)-3-methylpyrrolidin-3-yl) oxy) ethyl) amino)-1H-pyrrole-2-carboxylate C(C)(C)(C)OC(=O)N1CC(CC1)(C)OCCNC1=C(NC=C1)C(=O)OCC